[Na+].C1(C(C=CC=C1)C)(C)S(=O)(=O)[O-] XyleneSulfonate Sodium